CN1C(=NN=C1)C1(CC2(C1)CC(C2)=O)C=2C=C(C=CC2)N2CC1=C(C=C(C=C1C2=O)CN(C(OC(C)(C)C)=O)C2(CCC2)C)C(F)(F)F tert-butyl ((2-(3-(2-(4-methyl-4H-1,2,4-triazol-3-yl)-6-oxospiro[3.3]heptan-2-yl)phenyl)-3-oxo-7-(trifluoromethyl)isoindolin-5-yl)methyl)(1-methylcyclobutyl)carbamate